(S)-N-(4-cyclobutyl-1-methyl-3-(3-phenylcyclobutyl)-1H-pyrazol-5-yl)-2,2-difluorocyclopropane-1-carboxamide C1(CCC1)C=1C(=NN(C1NC(=O)[C@H]1C(C1)(F)F)C)C1CC(C1)C1=CC=CC=C1